4-azido-6,6,6-trifluoro-n-hexyl-3-chloro-2,2-dimethylpropionate (4-azido-6,6,6-trifluorohexyl 3-chloro-2,2-dimethylpropanoate) N(=[N+]=[N-])C(CCCC(C(C(=O)O)(C)C)Cl)CC(F)(F)F.N(=[N+]=[N-])C(CCCOC(C(CCl)(C)C)=O)CC(F)(F)F